ClC(OC=1C=C2C(=NNC2=CC1C)C#N)(F)F 5-(chlorodifluoromethoxy)-6-methyl-1H-indazole-3-carbonitrile